4-hydroxy-N-{[4-(4-methyl-1,3-oxazol-5-yl)phenyl]methyl}pyrrolidine-2-carboxamide OC1CC(NC1)C(=O)NCC1=CC=C(C=C1)C1=C(N=CO1)C